ClC=1N=CC=C2C(=CC(=NC12)N1CCOCC1)OC(C)C 8-chloro-4-isopropoxy-2-(morpholin-4-yl)-1,7-naphthyridine